C(C)(C)(C)OC(=O)N1CC2=C(C=C(C=C2CC1)CN(C)C)Br.N[Si](OCC)(OCC)OCC mono-aminotriethoxysilane t-Butyl-8-bromo-6-((dimethylamino)methyl)-3,4-dihydroisoquinoline-2(1H)-carboxylate